C1(CCCCC1)CN[C@H]1[C@H](CCCC1)NC=1C=C2CN(C(C2=CC1)=O)C1C(NC(CC1)=O)=O 3-(5-(((1S,2R)-2-((cyclohexylmethyl)amino)cyclohexyl)amino)-1-oxoisoindolin-2-yl)piperidine-2,6-dione